C(C1=CC=CC=C1)N(C(=O)C=1C=CC(=C2C=CC=NC12)N[C@@H]1CN(CC1)CC(N1[C@@H](CCC1)C#N)=O)C N-benzyl-N-methyl-5-[[(3S)-1-[2-oxo-2-[(2S)-2-cyanopyrrolidin-1-yl]ethyl]pyrrolidin-3-yl]amino]quinoline-8-carboxamide